ClC=1C=C(C=CC1)C(C(C1CCCCC1)OC(N[C@H](C(=O)N[C@@H](C[C@H]1C(NCC1)=O)C(C(=O)NCC)=O)CC1=CC=CC=C1)=O)(F)F ((S)-1-(((S)-4-(ethylamino)-3,4-dioxo-1-((S)-2-oxopyrrolidin-3-yl)butan-2-yl)amino)-1-oxo-3-phenylpropane-2-yl)carbamic acid 2-(3-chlorophenyl)-1-cyclohexyl-2,2-difluoroethyl ester